(R)-3-Hydroxy-1-methyl-3-(3-(4-methyl-3-(4,4,5,5-tetramethyl-1,3,2-dioxaborolan-2-yl)phenyl)isoxazol-5-yl)pyrrolidin-2-one O[C@@]1(C(N(CC1)C)=O)C1=CC(=NO1)C1=CC(=C(C=C1)C)B1OC(C(O1)(C)C)(C)C